6'-bromo-5,7'-dimethyl-3',4'-dihydro-1'h-spiro[pyrrolidine-3,2'-[1,8]naphthyridine]-1-carboxylic acid tert-butyl ester C(C)(C)(C)OC(=O)N1CC2(NC3=NC(=C(C=C3CC2)Br)C)CC1C